Ethyl 2-(3-(2,2,2-trifluoroacetyl)phenyl)acetate FC(C(=O)C=1C=C(C=CC1)CC(=O)OCC)(F)F